BrC=1C=C(C2=CN(N=C2C1Cl)[C@@H](C(=O)OCC)C1=C2N(C(N1)=S)CCC2)Cl |r| ethyl (2RS)-2-(6-bromo-4,7-dichloro-indazol-2-yl)-2-(3-thioxo-2,5,6,7-tetrahydropyrrolo[1,2-c]imidazol-1-yl)acetate